BrC=1C(=NC(=NC1OC)N1C=CC2=CC=C(C=C12)Cl)OCCF N-[5-bromo-4-(2-fluoroethoxy)-6-methoxy-pyrimidin-2-yl]-6-chloro-1H-indole